C(C)(=O)O.FC1=C(C(=O)NC2=NC(=CC=C2)C(=O)C2CCN(CC2)C)C(=CC(=C1)F)F 2,4,6-trifluoro-N-[6-(1-methylpiperidine-4-carbonyl)-2-pyridyl]Benzamide acetate